5-chloro-2-[(3'-chloro[1,1'-biphenyl]-2-yl)oxy]-pyrimidine ClC=1C=NC(=NC1)OC1=C(C=CC=C1)C1=CC(=CC=C1)Cl